(S)-N,N-dimethyl-2-(8-(trifluoromethyl)-1-(4-((4-(trifluoromethyl)pyridin-2-yl)carbamoyl)phenyl)imidazo[1,5-a]pyrazin-3-yl)piperidine-1-carboxamide CN(C(=O)N1[C@@H](CCCC1)C1=NC(=C2N1C=CN=C2C(F)(F)F)C2=CC=C(C=C2)C(NC2=NC=CC(=C2)C(F)(F)F)=O)C